(5,6-difluoro-1H-indol-3-yl)-1-[2-[(2,2,2-trifluoroethoxy)methyl]pyridin-4-yl]-1,2,3-triazole-4-carboxamide FC=1C=C2C(=CNC2=CC1F)C1=C(N=NN1C1=CC(=NC=C1)COCC(F)(F)F)C(=O)N